1-(4-((4'-((3-hydroxypyrrolidin-1-yl)methyl)-[1,1'-biphenyl]-4-yl)methyl)phenyl)-5-methyl-1H-1,2,4-triazole-3-carboxamide OC1CN(CC1)CC1=CC=C(C=C1)C1=CC=C(C=C1)CC1=CC=C(C=C1)N1N=C(N=C1C)C(=O)N